N[C@@H]1CN(CC[C@H]1F)C1=NC2=C(N1CC(=O)N1CCC1)C=CC=C2 2-(2-((3r,4r)-3-amino-4-fluoropiperidin-1-yl)-1H-benzo[d]imidazol-1-yl)-1-(azetidin-1-yl)ethan-1-one